7-methoxy-2-(oxazol-5-yl)pyrazolo[1,5-c]quinazolin-5-amine COC1=CC=CC=2C=3N(C(=NC12)N)N=C(C3)C3=CN=CO3